3-bromo-6-chloro-1-(tetrahydro-2H-pyran-2-yl)-1H-pyrazolo[4,3-C]pyridine BrC1=NN(C2=C1C=NC(=C2)Cl)C2OCCCC2